FC=1C=C2C=C(NC2=CC1)C=1C=C(C=CC1)N1CCC(CC1)NCCN1CCN(CC1)C(C)C 1-(3-(5-Fluoro-1H-indol-2-yl)phenyl)-N-(2-(4-isopropylpiperazin-1-yl)ethyl)piperidin-4-amine